N1N=CC(=C1)[C@@H](C)NC1CCC(CC1)NC1=NC=C(C(=N1)C=1C=NN(C1CC1CC1)C)Cl (1r,4r)-N1-(1-(1H-pyrazol-4-yl)ethyl)-N4-(5-chloro-4-(5-(cyclopropylmethyl)-1-methyl-1H-pyrazol-4-yl)pyrimidin-2-yl)cyclohexane-1,4-diamine